N1(C=CC2=CC=CC=C12)C(=O)[C@@H]1C(C[C@@H]2SCC[C@@H](C(N21)=O)NC([C@H](C)N(C(OC(C)(C)C)=O)C)=O)(C)C tert-butyl ((S)-1-(((4S,7S,9aS)-7-(1H-indole-1-carbonyl)-8,8-dimethyl-5-oxooctahydropyrrolo[2,1-b][1,3]thiazepin-4-yl)amino)-1-oxopropan-2-yl)(methyl)carbamate